tert-butyl (E)-4-(5-((5-oxo-3-phenylisoxazol-4(5H)-ylidene)methyl)thiophen-2-yl)piperazine-1-carboxylate O=C1\C(\C(=NO1)C1=CC=CC=C1)=C\C1=CC=C(S1)N1CCN(CC1)C(=O)OC(C)(C)C